2-(5-cyclopropyl-3-(6-fluoro-4'-methyl-[1,1'-biphenyl]-3-yl)-4-(4-sulfamoylbenzyl)-1H-pyrazol-1-yl)thiazole-4-carboxylic acid C1(CC1)C1=C(C(=NN1C=1SC=C(N1)C(=O)O)C=1C=C(C(=CC1)F)C1=CC=C(C=C1)C)CC1=CC=C(C=C1)S(N)(=O)=O